C(C)(C)(C)OC(=O)C1(NC2(N1)CCC(CC2)(C(=O)O)CC2=CC=CC=C2)C(C)(C)C 7-benzyl-2-(tert-butyl)diazaspiro[3.5]nonane-2,7-dicarboxylic acid 2-(tert-butyl) ester